ethyl acetate, butyl-methylimidazolium salt C(CCC)[N+]1=C(NC=C1)C.C(C)(=O)OCC